(6-(3-(4-ethynylphenoxy)azetidin-1-yl)pyridin-3-yl)-2-fluoro-6-hydroxypyrazolo[1,5-a]pyridine-3-carbonitrile C(#C)C1=CC=C(OC2CN(C2)C2=CC=C(C=N2)C=2C=3N(C=C(C2)O)N=C(C3C#N)F)C=C1